C(CCC)OC(C=CC(=O)O)=O butenedioic acid monobutyl ester